C1(CCCC1)/C(=C/C#N)/N1N=CC(=C1)C=1C2=C(N=CN1)N(C=C2)COCC[Si](C)(C)C (Z)-3-cyclopentyl-3-(4-(7-((2-(trimethylsilyl)ethoxy)methyl)-7H-pyrrolo[2,3-d]pyrimidin-4-yl)-1H-pyrazol-1-yl)acrylonitrile